BrC1=CC2=C(O[C@H](CN2S(=O)(=O)C2=CC(=CC=C2)C(F)(F)F)CC2CC(C2)(C(=O)OC)C#N)C=C1 methyl (S)-3-((6-bromo-4-((3-(trifluoromethyl)phenyl)sulfonyl)-3,4-dihydro-2H-benzo[b][1,4]oxazin-2-yl)methyl)-1-cyanocyclobutane-1-carboxylate